3-[(1R)-1-(2,4-dichlorophenyl)ethyl]-7-methyl-5-[3-[(3R)-1-[2-(sulfamoylamino)ethyl]-3-piperidinyl]azetidin-1-yl]triazolo[4,5-d]pyrimidine ClC1=C(C=CC(=C1)Cl)[C@@H](C)N1N=NC2=C1N=C(N=C2C)N2CC(C2)[C@@H]2CN(CCC2)CCNS(N)(=O)=O